2-({4-[(3S)-3-amino-3-methylpyrrolidin-1-yl]-5-{[(1S)-1-cyclopropylethyl]carbamoyl}-3-(3,5-difluorophenyl)pyridin-2-yl}oxy)acetic acid N[C@@]1(CN(CC1)C1=C(C(=NC=C1C(N[C@@H](C)C1CC1)=O)OCC(=O)O)C1=CC(=CC(=C1)F)F)C